O=C(CCC=1N=C(N(C1)C1=CC=CC=C1)C1=C(C(=O)N)C=CC=C1C=1C=NNC1)NC1=NC=CC=C1 (4-(3-oxo-3-(pyridin-2-ylamino)propyl)-1-phenyl-1H-imidazol-2-yl)-3-(1H-pyrazol-4-yl)benzamide